FC(C=1C(=CC2=CN(N=C2C1)C1CCC(CC1)CO)NC(C1=NC(=CC=C1)C)=O)F N-(6-(difluoromethyl)-2-((1r,4r)-4-(hydroxymethyl)cyclohexyl)-2H-indazol-5-yl)-6-methylpicolinamide